N,N-Dimethyl-4-{5-[(5-methyl-2-pyrimidin-2-ylphenyl)carbonyl]hexahydropyrrolo[3,4-c]pyrrol-2(1H)-yl}-6-(trifluoromethyl)pyrimidin-2-amine CN(C1=NC(=CC(=N1)N1CC2CN(CC2C1)C(=O)C1=C(C=CC(=C1)C)C1=NC=CC=N1)C(F)(F)F)C